1-bromo-8-chloro-3-(3-iodophenyl)octan-2-one BrCC(C(CCCCCCl)C1=CC(=CC=C1)I)=O